CC1(N(CC(C1)CCN1N=C(C=C1)S(N)(=O)=O)C(=O)OC(C)(C)C)C tert-Butyl 2,2-dimethyl-4-[2-(3-sulfamoylpyrazol-1-yl)ethyl]pyrrolidine-1-carboxylate